FC=1C=C(C=NC1)C(=O)N1CCN(CC1)C(C1=CC=CC=C1)C1=CC(=CC=C1)OC 1-(5-fluoropyridine-3-carbonyl)-4-[(3-methoxyphenyl)(phenyl)methyl]piperazine